5-cyclopropyl-4,7-difluoro-3,3-dimethyl-1-(2-oxopyrrolidin-3-yl)indol-2-one C1(CC1)C=1C(=C2C(C(N(C2=C(C1)F)C1C(NCC1)=O)=O)(C)C)F